(E)-N-(3'-(1-((5-Cyclopropyl-1H-pyrazol-3-yl)amino)-1-oxopropan-2-yl)-[1,1'-biphenyl]-4-yl)-4-(dimethylamino)but-2-enamid C1(CC1)C1=CC(=NN1)NC(C(C)C=1C=C(C=CC1)C1=CC=C(C=C1)NC(\C=C\CN(C)C)=O)=O